ClC1=C(C=C(C=C1)C1=NN(C(=N1)CC(=O)NC1=NC=CN=C1)CC)F 2-[3-(4-Chloro-3-fluorophenyl)-1-ethyl-1H-1,2,4-triazol-5-yl]-N-(pyrazin-2-yl)acetamid